FC1(CCC(CC1)C(=O)N1CC2(CC2)C[C@H]1C(=O)N[C@@H](C[C@H]1C(NCC1)=O)C(COC(F)(F)F)=O)F (S)-5-(4,4-difluorocyclohexane-1-carbonyl)-N-((S)-3-oxo-1-((S)-2-oxopyrrolidin-3-yl)-4-(trifluoromethoxy)butan-2-yl)-5-azaspiro[2.4]heptane-6-carboxamide